N-chlorosuccinimid ClN1C(CCC1=O)=O